(S)-1-(4-(benzyloxy)phenyl)ethan-1-amine C(C1=CC=CC=C1)OC1=CC=C(C=C1)[C@H](C)N